2-[4-[2-[4-(2-fluoroethyl)piperazin-1-yl]ethoxy]phenyl]acetic acid, dihydrochloride Cl.Cl.FCCN1CCN(CC1)CCOC1=CC=C(C=C1)CC(=O)O